8-(4-(difluoromethoxy)phenyl)-6-(2-(2-(dimethylamino)ethyl)-2H-indazol-5-yl)-2-ethoxypyrido[2,3-d]pyrimidin-7(8H)-one FC(OC1=CC=C(C=C1)N1C(C(=CC2=C1N=C(N=C2)OCC)C2=CC1=CN(N=C1C=C2)CCN(C)C)=O)F